FC=1C=C(C=C(C1)F)N1C(=NC=C1)C1CCN(CC1)C(C=O)(C)SC 2-(4-(3,5-difluorophenyl-1H-imidazol-2-yl)piperidin-1-yl)-2-(methylthio)propan-1-one